(3-(3-(4-((1H-1,2,4-triazol-1-yl)methyl)benzyl)isoxazol-5-yl)-2-aminopyridin-1-ium-1-yl)methyl hydrogen phosphate P(=O)(OC[N+]1=C(C(=CC=C1)C1=CC(=NO1)CC1=CC=C(C=C1)CN1N=CN=C1)N)(O)[O-]